C1(C=2C(C(N=N1)=O)=CNC(C2)=O)=O Pyrido[3,4-d]Pyridazin-1,4,7(6H)-trione